1-(4-bromo-2,3-difluorophenyl)-4-(2-fluoro-5-methoxy-4-nitrophenyl)piperazine BrC1=C(C(=C(C=C1)N1CCN(CC1)C1=C(C=C(C(=C1)OC)[N+](=O)[O-])F)F)F